C(CCCCCCC)OC1=C(C(=C(C(=C1F)F)F)F)F octyloxypentafluorobenzene